ClC1=C(C(=CC=C1)Cl)[Li] 2,6-dichlorophenyl-lithium